O.O.O([C@@H]1[C@H](O)[C@@H](O)[C@H](O)[C@H](O1)CO)[C@@H]1[C@H](O)[C@@H](O)[C@H](O)[C@H](O1)CO α-D-glucopyranosyl α-D-glucopyranoside dihydrate